(+-)-3-(4-Methoxyphenyl)-2-methylpropionaldehyde COC1=CC=C(C=C1)C[C@H](C=O)C |r|